OC(C(=O)O)CCCCCCCCCCCCCCCCCC hydroxycosanoic acid